1-((5-([1,1'-biphenyl]-4-yl)-1-methyl-1H-1,2,4-triazol-3-yl)methyl)-4',5'-dihydrospiro[piperidine-4,7'-thieno[2,3-c]pyran] C1(=CC=C(C=C1)C1=NC(=NN1C)CN1CCC2(OCCC3=C2SC=C3)CC1)C1=CC=CC=C1